Propylene glycol mono-behenate C(CCCCCCCCCCCCCCCCCCCCC)(=O)O.C(C(C)O)O